C(C)(C)(C)OC(NCCNC1=C(C=NC2=C(C(=C(C=C12)Cl)Br)F)N)=O tert-butyl(2-((3-amino-7-bromo-6-chloro-8-fluoroquinolin-4-yl)amino)ethyl)carbamate